CC1=NC=C(C(=C1)C1=CC=C(N)C=C1)C 4-(2,5-dimethylpyridin-4-yl)aniline